N-(5-phenylisoxazol-3-yl)-5,6,7,8-tetrahydronaphthalene-2-sulfonamide C1(=CC=CC=C1)C1=CC(=NO1)NS(=O)(=O)C1=CC=2CCCCC2C=C1